4-(5-morpholino-1-tosyl-1H-pyrrolo[2,3-b]pyridin-3-yl)pyridin-2(1H)-one O1CCN(CC1)C=1C=C2C(=NC1)N(C=C2C2=CC(NC=C2)=O)S(=O)(=O)C2=CC=C(C)C=C2